N-[(2S)-1-[(3S)-2-oxopyrrolidin-3-yl]but-3-yn-2-yl]-octahydrocyclopenta[c]pyrrole-1-carboxamide O=C1NCC[C@H]1C[C@@H](C#C)NC(=O)C1NCC2C1CCC2